2-bromo-1-(3-fluoropyridin-2-yl)ethan-1-one BrCC(=O)C1=NC=CC=C1F